BrC1=CC=C(C=C1)N=NC1(C(N2C(SC1)=NC1=C2C=CC=C1)=O)C 3-((4-Bromophenyl)diazenyl)-3-methyl-2,3-dihydro-4H-benzo[4,5]imidazo[2,1-b][1,3]thiazin-4-one